N1C(=NC2=C1C=CC=C2)CNC2=NC(=NC=1N2N=CC1C=1C=NN(C1)C(F)F)N1CCOCC1 N-(1H-benzimidazol-2-ylmethyl)-8-[1-(difluoromethyl)-1H-pyrazol-4-yl]-2-(morpholin-4-yl)pyrazolo[1,5-a][1,3,5]triazin-4-amine